ClC=1C(=NC2=CC(=C(N=C2C1N[C@H](CO)C=1C=C(C#N)C=CC1F)C=1C=NC(=CC1)P(=O)(C)C)F)C (S)-3-(1-((3-chloro-6-(6-(dimethylphosphoryl)pyridin-3-yl)-7-fluoro-2-methyl-1,5-naphthyridin-4-yl)amino)-2-hydroxyethyl)-4-fluorobenzonitrile